FCCOC1CC(C1)NC(NC=1SC=C(C1C(=O)OCC)C)=O ethyl 2-(3-(3-(2-fluoroethoxy) cyclobutyl) ureido)-4-methylthiophene-3-carboxylate